6-(Azetidin-1-yl)-4-fluoro-N-(3-hydroxynaphthalene-1-sulfonyl)-1-benzofuran-2-carboxamide N1(CCC1)C1=CC2=C(C=C(O2)C(=O)NS(=O)(=O)C2=CC(=CC3=CC=CC=C23)O)C(=C1)F